2,4,6-trichloro-3-tert-butyltoluene ClC1=C(C)C(=CC(=C1C(C)(C)C)Cl)Cl